CN1CC=2N(C3=CC=CC(=C13)NC(OC(C)(C)C)=O)N=NN2 tert-butyl (5-methyl-4,5-dihydrotetrazolo[1,5-a]quinoxalin-6-yl)carbamate